CC1(CCC2=CC(=CC=C12)/C=C(/CCC=O)\C)C (E)-5-(1,1-dimethyl-2,3-dihydro-1H-inden-5-yl)-4-methylpent-4-enal